8-methyltetracyclo[4.4.0.12,5.17,10]dodec-3-ene-8-carboxylic acid CC1(C2C3C4C=CC(C3C(C1)C2)C4)C(=O)O